3-(5-(4-fluoroindoline-1-carbonyl)-1-oxoisoindolin-2-yl)piperidine-2,6-dione FC1=C2CCN(C2=CC=C1)C(=O)C=1C=C2CN(C(C2=CC1)=O)C1C(NC(CC1)=O)=O